2-methyl-propan-1-ol CC(CO)C